[Ba].C1(=CC=CC=C1)P(CCP(C1=CC=CC=C1)CCP(C1=CC=CC=C1)C1=CC=CC=C1)C1=CC=CC=C1 bis-(2-diphenylphosphinoethyl)phenylphosphine barium